[Na].C1=2C=3C=CC=4CCCC4C3NC(NS(C=3C=CN(CCOCCOC(=NC=C1)C2)N3)(=O)=O)=O 21,24-dioxa-14λ6-thia-11,13,18,26,30-pentaazapentacyclo-[23.3.1.115,18.02,10.05,9]triaconta-1(29),2(10),3,5(9),15(30),16,25,27-octaene-12,14,14-trione, sodium salt